8,14-dioxa-10,19,20-triazatetracyclo[13.5.2.12,6.018,21]tricosa-1(20),2,4,6(23),15,17,21-heptaen-9-one C=12C3=CC=CC(COC(NCCCOC4=CC=C(NN1)C2=C4)=O)=C3